ClC=1C(=CC=C2C=CC=C(C12)C=1N=CC2=C3C=4N(C[C@@H](OC4N=C2C1F)[C@H]1N(CCC1)C)C[C@H]1CN[C@@H](CN13)C)F (2R,4aR,7R)-11-(8-Chloro-7-fluoronaphthalen-1-yl)-10-fluoro-2-methyl-7-((S)-1-methylpyrrolidine-2-yl)-2,3,4,4a,6,7-hexahydro-8-oxa-3,5a,9,12,13c-pentazanaphtho[3,2,1-de]anthracene